FC1=C(C=CC=C1)C(C1=CC=C(C#N)C=C1)OC1=CC=C2C(CCOC2=C1C)=O 4-((2-fluorophenyl)((8-methyl-4-oxochroman-7-yl)oxy)methyl)benzonitrile